bis(2-chlorophenyl)(6-methoxybenzofuran-2-yl)methanol ClC1=C(C=CC=C1)C(O)(C=1OC2=C(C1)C=CC(=C2)OC)C2=C(C=CC=C2)Cl